CCCCCCCCCC1=C(C(=CC=C1)OP(OC2=CC=CC=C2CCCCCCCCC)OC3=CC=CC=C3CCCCCCCCC)CCCCCCCCC dinonylphenyl bis(nonylphenyl) phosphite